Cl.NCC1=NC(=NO1)C=1N(C=2C=CC=C(C2C1)N[C@H]1[C@H](CN(CC1)C)F)CC(F)(F)F 2-[5-(aminomethyl)-1,2,4-oxadiazol-3-yl]-N-[(3S,4R)-3-fluoro-1-methyl-4-piperidyl]-1-(2,2,2-trifluoroethyl)indol-4-amine hydrochloride